3-(4-hydroxyphenyl)azetidine 4-methylbenzenesulfonate CC1=CC=C(C=C1)S(=O)(=O)O.OC1=CC=C(C=C1)C1CNC1